(S)-2-((((9H-fluoren-9-yl)methoxy)carbonyl)amino)-3-(5-chloro-2-(5-fluoropyridin-3-yl)phenyl)propanoic acid C1=CC=CC=2C3=CC=CC=C3C(C12)COC(=O)N[C@H](C(=O)O)CC1=C(C=CC(=C1)Cl)C=1C=NC=C(C1)F